CNC1=CC=C(C=N1)/C=C/C=C/C=1SC2=C(N1)C=CC(=C2)O 2-((1E,3E)-4-(6-(Methylamino)pyridin-3-yl)buta-1,3-dienyl)benzo[d]thiazol-6-ol